C(#N)C=1C(=CC(=NC1)NC(NC1CCC(CC1)NC(C)=O)=O)C1=C(C=C(C=C1)F)OC N-((1r,4r)-4-(3-(5-cyano-4-(4-fluoro-2-methoxyphenyl)pyridin-2-yl)ureido)cyclohexyl)acetamide